BrC=1C=C(C(=NC1)[C@@H](C(F)(F)F)N[S@](=O)C(C)(C)C)F (R)-N-[(1S)-1-(5-bromo-3-fluoro-2-pyridyl)-2,2,2-trifluoro-ethyl]-2-methyl-propane-2-sulfinamide